C(C)(C)C1=CC(=C(OCCOC(C=C)=O)C=C1)C1=CC=CC=C1.C(C=C)(=O)OOC1=C(C=CC=C1)C1=CC=CC=C1 o-phenylphenoxy acrylate 2-(p-isopropylphenyl-phenoxy)-ethyl-acrylate